2-butoxy-8-(difluoromethyl)-9-(tetrahydro-2H-pyran-2-yl)-9H-purin-6-amine C(CCC)OC1=NC(=C2N=C(N(C2=N1)C1OCCCC1)C(F)F)N